3-(2-(indolin-7-yl)-9H-carbazol-4-yl)-N,N-dimethylpropionamide N1CCC2=CC=CC(=C12)C1=CC=2NC3=CC=CC=C3C2C(=C1)CCC(=O)N(C)C